ammonium propanoate C(CC)(=O)[O-].[NH4+]